tert-Butyl 3-(5-amino-1-((2-(trimethylsilyl)ethoxy)methyl)-1H-pyrazol-4-yl)-2,5-dihydro-1H-pyrrole-1-carboxylate NC1=C(C=NN1COCC[Si](C)(C)C)C=1CN(CC1)C(=O)OC(C)(C)C